tetrahydro-1H-pyrrolizine C1CCN2CCC=C12